C1(CCCCC1)OC1=NC=C(C=C1)[N+](=O)[O-] (cyclohexyloxy)-5-nitropyridine